5-(5',6'-dihydrospiro[azetidine-3,4'-pyrrolo[1,2-b]pyrazol]-2'-yl)-3-(trifluoromethyl)pyridin-2-amine-hydrochloride salt Cl.N=1N2C(=CC1C=1C=C(C(=NC1)N)C(F)(F)F)C1(CC2)CNC1